(E)-N-(1-(3-(4-fluorophenyl)acryloyl)pyrrolidin-3-yl)-6-oxo-1,6-dihydropyridine-3-carboxamide FC1=CC=C(C=C1)/C=C/C(=O)N1CC(CC1)NC(=O)C1=CNC(C=C1)=O